C=C(C(CC)OCCC#N)CC 3-((4-Methylenehex-3-yl)oxy)propionitrile